CC1=NOC(=N1)C12CCC(CC1)(CC2)CN(C(=O)C2CCCCC2)C=2C=C(C=CC2)/C(=C/C(=O)OC)/C methyl (E)-3-(3-(N-((4-(3-methyl-1,2,4-oxadiazol-5-yl)bicyclo[2.2.2]octan-1-yl)methyl) cyclohexanecarboxamido)phenyl)but-2-enoate